C(C1=CC=CC=C1)N1C=CC2=C1N=C(N=C2NC2C(C1CCC2CC1)C(=O)OC)Cl (+/-)-trans-methyl 3-((7-benzyl-2-chloro-7H-pyrrolo[2,3-d]pyrimidin-4-yl)amino)bicyclo[2.2.2]octane-2-carboxylate